N(=NC(C)(CC(C)(C)C)C)C(C)(CC(C)(C)C)C 2,2'-azobis(2,4,4-trimethylpentane)